C(CC)N[C@@H](CCO)C(=O)O propylhomoserin